2-((2,6-Difluorobenzyl)(ethoxycarbonyl)amino)-4-((dimethylamino)methyl)-5-(4-nitrophenyl)thiophene-3-carboxylic acid FC1=C(CN(C=2SC(=C(C2C(=O)O)CN(C)C)C2=CC=C(C=C2)[N+](=O)[O-])C(=O)OCC)C(=CC=C1)F